O\N=C/C(=O)NC1=C(C=CC=C1)C(F)(F)F (Z)-2-(hydroxyimino)-N-(2-(trifluoromethyl)phenyl)acetamide